ClC=1C=C2N=CC(=NC2=CC1)C1=CC=CC=C1 6-chloro-2-phenyl-quinoxaline